3-chloro-N-({5-[5-(difluoromethyl)-1,3,4-oxadiazol-2-yl]-1,3-thiazol-2-yl}methyl)-N-ethylaniline ClC=1C=C(N(CC)CC=2SC(=CN2)C=2OC(=NN2)C(F)F)C=CC1